3-[(4-Amino-2-chloro-benzyl)amino]-cyclohexanthiol NC1=CC(=C(CNC2CC(CCC2)S)C=C1)Cl